C(C)CCCCOC(C(C(C(=O)O)C1CCCCC1)(C#N)C1CCCCC1)=O 2,3-dicyclohexyl-2-cyanosuccinic acid-1-ethyl-4-n-butyl ester